C1(=CC=CC=C1)NC1=N\C(\C(N1)=O)=C/C=1C=C2N=CC=NC2=CC1 (Z)-2-(phenylamino)-5-(quinoxalin-6-ylmethylene)-3,5-dihydro-4H-imidazol-4-one